3-(benzyloxy)pyridin-2-ol C(C1=CC=CC=C1)OC=1C(=NC=CC1)O